Cl.Cl.CC=1N=C2N(C=C(C=C2C)C2=CC(=C3C=C(N=NC3=C2)C2CCNCC2)F)C1 7-(2,8-Dimethylimidazo[1,2-a]pyridin-6-yl)-5-fluoro-3-(piperidin-4-yl)cinnoline dihydrochloride